(2-(3-bromo-4-fluorobenzyl)-1,3-dioxolan-2-yl)-N-hydroxy-2-(hydroxyimino)acetamide BrC=1C=C(CC2(OCCO2)C(C(=O)NO)=NO)C=CC1F